C1(=CC=CC=C1)C1=C(C(=CC(=C1)CC(F)(F)F)C1=CC=CC=C1)O 2,6-bis(phenyl)-4-trifluoroethyl-phenol